BrC=1C=CC2=C(N=C(S2)N)C1F 5-bromo-4-fluorobenzo[d]thiazol-2-amine